C(=C)C=1C=C2C(=CN=NC2=CC1)N1CC2(C1)CCN(CC2)C(=O)OC(C)(C)C tert-butyl 2-(6-vinylcinnolin-4-yl)-2,7-diazaspiro[3.5]nonane-7-carboxylate